COC(=O)C=1SC=C(C1NC(C[N+]1(CCC(CC1)(C)C)CC(NC1=NC=CN=C1)=O)=O)C 1-(2-((2-(methoxycarbonyl)-4-methylthiophen-3-yl)amino)-2-oxoethyl)-4,4-dimethyl-1-(2-oxo-2-(pyrazin-2-ylamino)ethyl)piperidin-1-ium